trimethylmethoxysilane C[Si](OC)(C)C